6-chloro-8-(4-chloro-2-fluoro-phenyl)-3-methyl-2-(trifluoromethyl)-pyrido[3,4-d]pyrimidin-4-one ClC1=CC2=C(N=C(N(C2=O)C)C(F)(F)F)C(=N1)C1=C(C=C(C=C1)Cl)F